COC(=O)C1CCN(CC1)C=1C=C2C(N(C(C2=CC1)=O)C1C(NC(CC1)=O)=O)=O.C[Si](OC(=C)C1=CC=CC=C1)(C)C trimethyl-((1-phenylvinyl)oxy)silane methyl-1-[2-(2,6-dioxo-3-piperidyl)-1,3-dioxo-isoindolin-5-yl]piperidine-4-carboxylate